2-(diphenylphosphoryl)pyridin-3-ol C1(=CC=CC=C1)P(=O)(C1=CC=CC=C1)C1=NC=CC=C1O